NC=1N(C(C=2C=C(C=NC2C1C(=O)N)N1CCN(CC1)C)=O)C1=C(C(=CC=C1C)O)C 7-amino-6-(3-hydroxy-2,6-dimethylphenyl)-3-(4-methylpiperazin-1-yl)-5-oxo-5,6-dihydro-1,6-naphthyridine-8-carboxamide